C1(=CC=CC=C1)N(C1=CC=C(C=C1)C(=O)O)C1=CC=CC=C1 (4-(diphenylamino)phenyl)carboxylic acid